CC=1C(=NC=C(C#N)C1)N1CC=2C=C(C=NC2CC1)OCCOC1=CC=CC=C1 5-methyl-6-(3-(2-phenoxyethoxy)-7,8-dihydro-1,6-naphthyridin-6(5H)-yl)nicotinonitrile